3-(3-(4-(4-trifluoromethylbenzyl)piperazin-1-yl)propyl)-1(3H)-isobenzofuranone FC(C1=CC=C(CN2CCN(CC2)CCCC2OC(C3=CC=CC=C23)=O)C=C1)(F)F